COC(C(C(C)C)C1=CC(=NO1)C1CC2(CNC2)C1)=O 2-(3-{2-azaspiro[3.3]heptan-6-yl}-1,2-oxazol-5-yl)-3-methylbutanoic acid methyl ester